C(=C)O[C@H]1CN(CC1)C(=O)OCC1=CC=CC=C1 (R)-benzyl 3-(vinyloxy)pyrrolidine-1-carboxylate